FC1=CC=C2C(C(NC2=C1)(C1=CC=CC=C1)C1C(N(C(C1O)=O)C)=O)=O 3-(6-Fluoro-3-oxo-2-phenylindolin-2-yl)-4-hydroxy-1-methylpyrrolidine-2,5-dione